C1(CC1)N1C(C2=C(C=C1)NC(=C2C2=CC=C(C=C2)F)C2=CC(=NC=C2)NC([C@@H](CC(F)F)C2=CC=C(C=C2)F)=O)=O (2S)-N-{4-[5-cyclopropyl-3-(4-fluorophenyl)-4-oxo-4,5-dihydro-1H-pyrrolo[3,2-c]pyridin-2-yl]pyridin-2-yl}-4,4-difluoro-2-(4-fluorophenyl)butanamide